octanesulfonic acid C(CCCCCCC)S(=O)(=O)O